CC1(CC=CCC1)C 5,5-dimethylcyclohex-2-en